C1(=CC(=CC=C1)C1=CN=C(C=2N1C=CN2)C2=NOC(=C2)N)C (5-(m-tolyl)imidazo[1,2-a]pyrazin-8-yl)isoxazol-5-amine